FC(C(=O)O)(F)F.ClC1=CC2=C(N=C(O2)N2CC3(CC(C3)N)CC2)C=C1 6-(6-Chloro-1,3-benzoxazol-2-yl)-6-azaspiro[3.4]octan-2-amine 2,2,2-trifluoroacetic acid salt